[Mg].[Al].[Mn].[Co].[Ni] nickel-cobalt-manganese-aluminum-magnesium